ClC=1C(=NC(=NC1)NC=1C(=NN(C1)C1CCN(CC1)C)C)NCCCNC(=O)C1CC(C1)(F)F N-(3-((5-chloro-2-((3-methyl-1-(1-methylpiperidin-4-yl)-1H-pyrazol-4-yl)amino)pyrimidin-4-yl)amino)propyl)-3,3-difluorocyclobutane-1-carboxamide